1-(trifluoromethyl)cyclopropan-1-amine FC(C1(CC1)N)(F)F